N-(3-(3-hydroxy-3-methylbut-1-yn-1-yl)phenyl)nicotinamide OC(C#CC=1C=C(C=CC1)NC(C1=CN=CC=C1)=O)(C)C